N1(CCCC1)C(CSC=1NC2=CC=CC=C2CN1)C 2-((2-(pyrrolidin-1-yl)propyl)thio)-1,4-dihydroquinazoline